1-Boc-4-(aminomethyl)piperidine C(=O)(OC(C)(C)C)N1CCC(CC1)CN